ClC1=CC(=CC=2N(C(=NC21)C2CCOCC2)C)C2=CC=C(C=C2)N2CCN(CC2)C(C)C 4-chloro-6-(4-(4-isopropylpiperazin-1-yl)phenyl)-1-methyl-2-(tetrahydro-2H-pyran-4-yl)-1H-benzo[d]imidazole